6-[6-[1-(trifluoromethyl)cyclobutoxy]-3-pyridinyl]-[1,2,4]triazolo[4,3-a]pyrazine FC(C1(CCC1)OC1=CC=C(C=N1)C=1N=CC=2N(C1)C=NN2)(F)F